CP(=O)(C)C1=CC2=C(N=C(N=C2O)C)C=N1 6-(dimethylphosphoryl)-2-methylpyrido-[3,4-d]pyrimidin-4-ol